ClC1=C(C=C2C(=N1)CCC2C)C(=O)OC methyl 2-chloro-5-methyl-6,7-dihydro-5H-cyclopenta[b]pyridine-3-carboxylate